S(C1=CC(=C(C(=C1)C(C)(C)C)O)C(C)(C)C)C1=CC(=C(C(=C1)C(C)(C)C)O)C(C)(C)C 4,4'-thiobis(2,6-di-tert-butylphenol)